FC1=C(C=CC=C1)C1=NOC2=C1CCNCC2 3-(2-fluorophenyl)-5,6,7,8-tetrahydro-4H-isoxazolo[4,5-d]azepine